(6-Chloro-5-fluoro-4-methylpyridin-2-yl)-1-(2-methoxypyrimidin-5-yl)-1-((5-(trifluoromethyl)-1H-pyrazol-3-yl)methyl)urea ClC1=C(C(=CC(=N1)NC(N(CC1=NNC(=C1)C(F)(F)F)C=1C=NC(=NC1)OC)=O)C)F